N-(3-aminobicyclo[1.1.1]pentan-1-yl)-2-(3-cis-(trifluoromethoxy)cyclobutoxy)acetamide NC12CC(C1)(C2)NC(COC2(CCC2)OC(F)(F)F)=O